5-(3-chloro-2-fluorophenoxy)-4-[(5RS)-5-(2-chloro-4-methylbenzyl)-5,6-dihydro-4H-1,2,4-oxadiazin-3-yl]-2-methylpyridazin-3(2H)-one ClC=1C(=C(OC2=C(C(N(N=C2)C)=O)C2=NOC[C@H](N2)CC2=C(C=C(C=C2)C)Cl)C=CC1)F |r|